hydroxyethyl-N,N-dimethylammonium chloride [Cl-].OCC[NH+](C)C